3-chloro-N-(3-methyl-5-(phenylethynyl)pyridin-2-yl)-1-((tetrahydro-2H-pyran-4-yl)methyl)-1H-pyrrole-2-carboxamide ClC1=C(N(C=C1)CC1CCOCC1)C(=O)NC1=NC=C(C=C1C)C#CC1=CC=CC=C1